COCCOCCOCC=1N=C2C(=C3C(N=C2)=NC=C3)N1 2-((2-(2-methoxyethoxy)ethoxy)methyl)imidazo[4,5-d]Pyrrolo[2,3-b]Pyridin